N-BOC-citrulline C(=O)(OC(C)(C)C)N[C@@H](CCCNC(=O)N)C(=O)O